ClCCCOC1=CC(=CC=2OCCOC21)NC(OC(C)(C)C)=O tert-butyl N-[5-(3-chloropropoxy)-2,3-dihydro-1,4-benzodioxin-7-yl]carbamate